6-(3-Isopropoxyphenyl)-N-[(2-oxo-1H-pyridin-3-yl)sulfonyl]-2-[(4S)-2,2,4-trimethylpyrrolidin-1-yl]pyridin-3-carboxamid C(C)(C)OC=1C=C(C=CC1)C1=CC=C(C(=N1)N1C(C[C@@H](C1)C)(C)C)C(=O)NS(=O)(=O)C=1C(NC=CC1)=O